4-fluoro-2-(trifluoromethyl)benzoic acid FC1=CC(=C(C(=O)O)C=C1)C(F)(F)F